CC1=CC=NC=2N=C(N=C(C21)N)NC2CCN(CC2)C 5-methyl-N2-(1-methylpiperidin-4-yl)pyrido[2,3-d]pyrimidine-2,4-diamine